N-[(1S)-1-[[(3-Amino-3-oxo-propyl)amino]carbamoyl]-3-methyl-butyl]-1H-indole-2-carboxamide NC(CCNNC(=O)[C@H](CC(C)C)NC(=O)C=1NC2=CC=CC=C2C1)=O